BrC=1C=NC(=NC1)C1(CC(C1)=O)O[Si](C)(C)C(C)(C)C 3-(5-bromopyrimidin-2-yl)-3-[(tert-butyldimethylsilyl)oxy]cyclobutan-1-one